C(CCCCCCCCC)N=C=O.[F] fluorine decyl isocyanate